potassium succinimide salt C1(CCC(N1)=O)=O.[K]